C=C(C)C1=NN=C(O1)C1=C(NC2=CC=C(C=C2)C(F)(F)F)C=CC=C1 2-(5-(prop-1-en-2-yl)-1,3,4-oxadiazol-2-yl)-N-(4-(trifluoromethyl)phenyl)aniline